coumaroyl-feruloyl-glycerol tert-butyl-3-[2-[2-[2-[2-[2-[2-[2-[2-[2-(2-oxoethoxy)ethoxy]ethoxy]ethoxy]ethoxy]ethoxy]ethoxy]ethoxy]ethoxy]ethoxy]propanoate C(C)(C)(C)C(C(=O)OC(C(O)CO)(C(\C=C\C1=CC(OC)=C(O)C=C1)=O)C(\C=C\C1=CC=C(C=C1)O)=O)COCCOCCOCCOCCOCCOCCOCCOCCOCCOCC=O